CC(CNC1=NC=C(N=C1)C1=NC=CC=C1)CN 2-Methyl-N1-(5-(pyridin-2-yl)pyrazin-2-yl)propane-1,3-diamine